N[C@@H]1CN(CC[C@H]1F)C1=NC2=C(N1CC(=O)N1CC3(C1)CCOCC3)C=C(C(=C2)F)F 2-(2-((3R,4R)-3-amino-4-fluoropiperidin-1-yl)-5,6-difluoro-1H-benzo[d]imidazol-1-yl)-1-(7-oxa-2-azaspiro[3.5]nonan-2-yl)ethanone